FC1(CN(CC1)C(=O)[C@@H]1CCCC=2N1C(N(N2)CC2=C(C(=NC=C2)C(F)(F)F)F)=O)F (5S)-5-[(3,3-Difluoropyrrolidin-1-yl)carbonyl]-2-{[3-fluoro-2-(trifluoromethyl)pyridin-4-yl]methyl}-5,6,7,8-tetrahydro[1,2,4]triazolo[4,3-a]pyridin-3(2H)-one